B1(OC(C(O1)(C)C)(C)C)B1OC(C(O1)(C)C)(C)C Bis(Pinacolato)Diborane